5-((1-(4-(3-(Dimethylamino)pyrrolidin-1-yl)-2-(trifluoromethyl)phenyl)-1H-imidazol-4-yl)amino)pyrazine-2-carbonitrile CN(C1CN(CC1)C1=CC(=C(C=C1)N1C=NC(=C1)NC=1N=CC(=NC1)C#N)C(F)(F)F)C